cis-decanol C(CCCCCCCCC)O